ClC1=NC=C(C=N1)OC(C)C 2-chloro-5-isopropoxy-pyrimidine